[2-methylsulfanyl-4-(3-pyridylamino)pyrimidin-5-yl]methanol CSC1=NC=C(C(=N1)NC=1C=NC=CC1)CO